1-(3,3-dimethyl-cyclopentyl)ethan-1-ol CC1(CC(CC1)C(C)O)C